C(C)(C)(C)OC(=O)N1CCC(CC1)(C(=O)NC(C(=O)O)CCCCCCCC1=NC=2NCCCC2C=C1)CC(F)F 2-(1-(tert-butoxycarbonyl)-4-(2,2-difluoroethyl)piperidine-4-carboxamido)-9-(5,6,7,8-tetrahydro-1,8-naphthyridin-2-yl)nonanoic acid